n-butyl 2-(3-chloropyridin-2-yl)-5-oxo-pyrazolidine-3-carboxylate ClC=1C(=NC=CC1)N1NC(CC1C(=O)OCCCC)=O